tert-butyl 5-((2'-(5-(trifluoromethyl)isoindolin-2-yl)-[2,4'-bipyrimidin]-4-yl)ethynyl)-1H-indazole-1-carboxylate FC(C=1C=C2CN(CC2=CC1)C1=NC=CC(=N1)C1=NC=CC(=N1)C#CC=1C=C2C=NN(C2=CC1)C(=O)OC(C)(C)C)(F)F